ClC1=CC(=CC(=N1)C1N(CCNC1)S(=O)(=O)C1=CC=C(C=C1)C1CC(NC1)=O)C(F)(F)F 4-[4-[6-chloro-4-(trifluoromethyl)-2-pyridyl-piperazin-1-yl]sulfonylphenyl]pyrrolidin-2-one